(6-(3-methyl-2-oxoimidazolin-1-yl)-2-azabicyclo[2.2.1]heptan-2-yl)-2-((4-(piperidin-4-yl)phenyl)amino)nicotinamide CN1C(N(CC1)C1CC2CN(C1C2)C2=NC(=C(C(=O)N)C=C2)NC2=CC=C(C=C2)C2CCNCC2)=O